N-(2,5-dichloropyrimidin-4-yl)-4-nitrobenzo[d]thiazol-5-amine ClC1=NC=C(C(=N1)NC=1C=CC2=C(N=CS2)C1[N+](=O)[O-])Cl